FC=1C=C(C=C(C1)F)[C@@H]1CC[C@H]2OC3(C(N21)=O)CCN(CC3)C(=O)C=3C=C(C#N)C=CC3F 3-((5'S,7a'R)-5'-(3,5-difluorophenyl)-3'-oxo-tetrahydro-3'H-spiro-[piperidine-4,2'-pyrrolo-[2,1-b]oxazole]-1-carbonyl)-4-fluorobenzonitrile